C(C1=CC=CC=C1)N1N(CC(N2C1CN(C(C2CC2=C(C=C(C=C2)O)F)=O)CC2=NC(=CC=C2)N2CC(C2)N2CCN(CC2)CC)=O)CC=C N-benzyl-8-({6-[3-(4-ethylpiperazin-1-yl)azetidin-1-yl]Pyridin-2-yl}methyl)-6-(2-fluoro-4-hydroxybenzyl)-4,7-dioxo-2-(prop-2-en-1-yl)hexahydro-2H-pyrazino[2,1-c][1,2,4]Triazine